C(C)(C)(C)OC(=O)N[C@H](C(=O)OCC)CC1=CC=C(C=C1)C1=CSC2=C1N=CN=C2O[C@@H](C(F)(F)F)C2=C(C=C(C=C2)Cl)N2N=C(C=C2)C ethyl (S)-2-((tert-butoxycarbonyl) amino)-3-(4-(4-((R)-1-(4-chloro-2-(3-methyl-1H-pyrazole-1-yl)phenyl)-2,2,2-trifluoroethoxy)thieno[3,2-d]pyrimidine-7-yl)phenyl)propanoate